C1C(CC2=CC=CC=C12)NC1=NC=2[C@@H](CCCC2C=N1)C1=NN=C(O1)CC(=O)N1CC2=C(CC1)N=NN2 (R)-2-(5-(2-((2,3-dihydro-1H-inden-2-yl)amino)-5,6,7,8-tetrahydroquinazolin-8-yl)-1,3,4-oxadiazol-2-yl)-1-(3,4,6,7-tetrahydro-5H-[1,2,3]triazolo[4,5-c]pyridin-5-yl)ethan-1-one